(2R,4R)-2-ethyl-1-(5-(5-fluoro-2-methoxypyridin-4-yl)-1H-pyrazole-3-carbonyl)-N-((1r,4R)-4-hydroxy-4-(trifluoromethyl)cyclohexyl)piperidine-4-carboxamide C(C)[C@H]1N(CC[C@H](C1)C(=O)NC1CCC(CC1)(C(F)(F)F)O)C(=O)C1=NNC(=C1)C1=CC(=NC=C1F)OC